Cl.N[C@@H](C)C(CC=C)O (2S)-2-aminohex-5-en-3-ol hydrochloride